FC=1C(=NC(=NC1)NC1=NC=C(C=C1)N1CCN(CC1)C)C1=CC2=C(N=C3N2C2(CC2)CCC3)C(=C1)F 5-fluoro-4-(6-fluoro-3,4-dihydro-2H-spiro[benzo[4,5]imidazo[1,2-a]pyridine-1,1'-cyclopropan]-8-yl)-N-(5-(4-methylpiperazin-1-yl)pyridin-2-yl)pyrimidin-2-amine